NC=1C2=C(N=CN1)N(C(=C2C2=CC(=C(C(=C2)F)OC2=NC=CC(=N2)C)Cl)C2=CC=C(C=C2)NC(C(=C)C2CC2)=O)C N-(4-(4-amino-5-(3-chloro-5-fluoro-4-((4-methylpyrimidin-2-yl)oxy)phenyl)-7-methyl-7H-pyrrolo[2,3-d]pyrimidin-6-yl)phenyl)-2-cyclopropylacrylamide